[(1S,3S,4S,5S)-5-fluoro-2-azabicyclo[2.2.1]heptan-3-yl]{6-[2-(2,2,2-trifluoroethyl)-5-(trifluoromethyl)thieno[2,3-b]pyridin-4-yl]-2,6-diazaspiro[3.3]heptan-2-yl}methanone F[C@@H]1[C@@H]2[C@H](N[C@H](C1)C2)C(=O)N2CC1(C2)CN(C1)C1=C2C(=NC=C1C(F)(F)F)SC(=C2)CC(F)(F)F